C1(=CC=CC2=CC=CC=C12)C(=O)[O-].[Mo+4].C1(=CC=CC2=CC=CC=C12)C(=O)[O-].C1(=CC=CC2=CC=CC=C12)C(=O)[O-].C1(=CC=CC2=CC=CC=C12)C(=O)[O-] molybdenum naphthoate